2,3-DIMETHYL-BUTANE Methyl-7-benzyloxy-2-(3-bromophenyl)-2,6,6-trimethyl-5-oxo-heptanoate COC(C(CCC(C(COCC1=CC=CC=C1)(C)C)=O)(C)C1=CC(=CC=C1)Br)=O.CC(C)C(C)C